N,N-diethyl-1-fluoro-8-methyl-7a,8,9,10-tetrahydro-7H-indolo[7,1-fg][1,7]naphthyridine-10-carboxamide C(C)N(C(=O)C1CN(C2CN3C4=C(C2=C1)C(=CC=C4C=C3)F)C)CC